OC1=C(C=C(C=C1)/C=C/C(=O)C1=CC=C(C=C1)C1=CC=CC=C1)OC (E)-3-(4-Hydroxy-3-methoxyphenyl)-1-(4-phenylphenyl)prop-2-en-1-one